BrC=1C=C2C(=NC1)N(C(N2CC=O)=O)C(C2=CC=CC=C2)(C2=CC=CC=C2)C2=CC=CC=C2 2-(6-bromo-2-oxo-3-trityl-2,3-dihydro-1H-imidazo[4,5-b]pyridin-1-yl)acetaldehyde